C(C)OCOC=1C(=C(C=CC1)C1=CC=C(C=C1)F)F 3-(ethoxymethoxy)-2,4'-difluoro-1,1'-biphenyl